C(C1=CC=CC=C1)OC(C=C)=O.OCC=1C=C(C=CC1)C=1C=C(C=CC1)[C@@H](C)NC(=O)C=1C=C(C=CC1C)N1CCN(CC1)CCC(=O)OCC1=CC=CC=C1 Benzyl 3-[4-[3-[[(1R)-1-[3-[3-(hydroxymethyl)phenyl]phenyl]ethyl]carbamoyl]-4-methyl-phenyl]piperazin-1-yl]propanoate Benzyl-acrylate